4-(4-bromo-5-chloro-1H-pyrazol-1-yl)-1-(3-methyloxetan-3-yl)piperidine BrC=1C=NN(C1Cl)C1CCN(CC1)C1(COC1)C